FC1(CCN(CC1)C1=NC(=CC(=N1)C#C[Si](C(C)C)(C(C)C)C(C)C)C)F 2-[2-(4,4-difluoro-1-piperidinyl)-6-methyl-pyrimidin-4-yl]ethynyl-triisopropyl-silane